CN(C=1N=C(C(=NC1CC)C(=O)N)NC1=CC(=CC(=C1)CCNC([C@H](C)N(C(\C=C\CNC)=O)C)=O)OC)C (S,E)-5-(dimethylamino)-6-ethyl-3-((3-methoxy-5-(2-(2-(N-methyl-4-(methylamino)but-2-enamido)propanamido)ethyl)phenyl)amino)pyrazine-2-carboxamide